CC1=C(C=CC(=C1)C)NC(=O)C1=C(C(=CS1)C(=O)O)C 5-[(2,4-dimethylphenyl)carbamoyl]-4-methylthiophene-3-carboxylic acid